5-carbamoylmethyl-O-methyl-uridine C(N)(=O)CC=1C(NC(N([C@H]2[C@H](OC)[C@H](O)[C@@H](CO)O2)C1)=O)=O